C(C)(C)C=1C(=NNC1C=1C=C(C=2N(C1)N=CN2)OC)C=2SC(=C(N2)C(F)(F)F)C2CCN(CC2)CCS(=O)(=O)C 2-(4-isopropyl-5-(8-methoxy-[1,2,4]triazolo[1,5-a]pyridin-6-yl)-1H-pyrazol-3-yl)-5-(1-(2-(methylsulfonyl)ethyl)piperidin-4-yl)-4-(trifluoromethyl)thiazole